(3R,4S)-N-[3-(4-cyanophenoxy)phenyl]-4-phenylpyrrolidine-3-carboxamide hydrochloride Cl.C(#N)C1=CC=C(OC=2C=C(C=CC2)NC(=O)[C@H]2CNC[C@@H]2C2=CC=CC=C2)C=C1